{1-[6-bromo-4-fluoro-1-(propan-2-yl)-1H-benzimidazol-2-yl]-2-methylpropan-2-yl}carbamic acid tert-butyl ester C(C)(C)(C)OC(NC(CC1=NC2=C(N1C(C)C)C=C(C=C2F)Br)(C)C)=O